C1(CCC1)N[C@H]1[C@@H](C1)C1=CC(=CS1)C(=O)NC1CCOCC1 5-((1R,2R)-2-(cyclobutylamino)-cyclopropyl)-N-(tetrahydro-2H-pyran-4-yl)thiophene-3-carboxamide